O=C1NC(=NO1)[C@H]1NCCOC1 (R)-3-(5-oxo-4,5-dihydro-1,2,4-oxadiazol-3-yl)morpholine